C(#N)[C@H]1N(CC(C1)(F)F)C(CNC(=O)C1=CC=NC2=CC=C(C=C12)/C=C/C1=CC=C(OCCCN2CCN(CC2)C(=O)OC(C)(C)C)C=C1)=O tert-butyl (S,E)-4-(3-(4-(2-(4-((2-(2-cyano-4,4-difluoropyrrolidin-1-yl)-2-oxoethyl)carbamoyl)quinolin-6-yl)vinyl)phenoxy)propyl)piperazine-1-carboxylate